CN(C)C=1OC2=CC=C(C=C2C(C1C)=O)C dimethylamino-3,6-dimethyl-chromen-4-one